(2R,3S)-2-(tert-butoxycarbonylamino)-3-hydroxy-butyric acid C(C)(C)(C)OC(=O)N[C@@H](C(=O)O)[C@H](C)O